lead-uranium iron [Fe].[U].[Pb]